1-(benzyloxy)-5-bromo-2-ethyl-4-iodobenzene C(C1=CC=CC=C1)OC1=C(C=C(C(=C1)Br)I)CC